[Si](C1=CC=CC=C1)(C1=CC=CC=C1)(C(C)(C)C)OC[C@@]12CCCN2C[C@@H](C1)OCCCOCC12CN(CC(CC1)N2C(=O)OC(C)(C)C)C(C2=CC=CC=C2)(C2=CC=CC=C2)C2=CC=CC=C2 tert-butyl 1-((3-(((2R,7aR)-7a-(((tert-butyldiphenylsilyl)oxy)methyl)hexahydro-1H-pyrrolizin-2-yl)oxy)propoxy)methyl)-3-trityl-3,8-diazabicyclo[3.2.1]octane-8-carboxylate